butyl ((4-nitrophenoxy)(phenoxy)phosphoryl)-L-alaninate [N+](=O)([O-])C1=CC=C(OP(=O)(OC2=CC=CC=C2)N[C@@H](C)C(=O)OCCCC)C=C1